4,4-dihydroxymethyl-biphenyl 3-hydroxy-6-(5-hydroxy-3,6-diisoprenyl-7-methoxy-4-oxo-4H-chromen-2-yl)phenolate OC=1C=C(C(=CC1)C=1OC2=CC(=C(C(=C2C(C1C=CC(C)=C)=O)O)C=CC(C)=C)OC)[O-].OCC1(CC=C(C=C1)C1=CC=CC=C1)CO